1-benzyl-4-(tert-butyl)-1,2,3,6-tetrahydropyridine C(C1=CC=CC=C1)N1CCC(=CC1)C(C)(C)C